N-[[4-[6-[2-[2-(4-aminophenyl)ethyl]isoindolin-5-yl]pyrrolo[2,1-f][1,2,4]triazin-4-yl]-2-methyl-phenyl]methyl]-5-tert-butyl-1,2,4-oxadiazole-3-carboxamide HCl salt Cl.NC1=CC=C(C=C1)CCN1CC2=CC=C(C=C2C1)C=1C=C2C(=NC=NN2C1)C1=CC(=C(C=C1)CNC(=O)C1=NOC(=N1)C(C)(C)C)C